C1(=CC=CC=C1)N1CCN(CC1)C(=O)C=1C=NC=CC1 (4-phenylpiperazin-1-yl)(pyridin-3-yl)methanone